octafluoropentylether FC(C(C(F)(F)OC(C(C(CC(F)(F)F)F)(F)F)(F)F)(F)F)CC(F)(F)F